ClC=1C=C(C=2N=C(N=CC2N1)N[C@@H]1CN(C[C@H](C1)F)C(=O)OC(C)(C)C)C(F)F tert-Butyl (3S,5S)-3-[[6-chloro-8-(difluoromethyl)pyrido[3,2-d]pyrimidin-2-yl]amino]-5-fluoro-piperidine-1-carboxylate